2-((Oxetan-3-yloxy)methyl)quinoline-6-carbaldehyde O1CC(C1)OCC1=NC2=CC=C(C=C2C=C1)C=O